CN1N=CC(=C1)NC(C)C1=NC=C(C=C1)C(F)(F)F 1-methyl-N-(1-(5-(trifluoro-methyl)-pyridin-2-yl)ethyl)-1H-pyrazol-4-amine